COC(CNC(C[C@@H](C1=CC=C(C=C1)S(=O)(=O)CC)NC(=O)OC(C)(C)C)=O)=O.NCC(=O)NC1=C(C2=C(OCCCC2)S1)C(C1=C(C=CC=C1F)F)=O 2-amino-N-(6-(2,6-difluorobenzoyl)-2,3,4,5-tetrahydrothieno[2,3-b]oxepin-7-yl)acetamide methyl-(S)-2-(3-(((tert-butoxy)carbonyl)amino)-3-(4-(ethylsulfonyl)phenyl)propionamido)acetate